C(C1C(C(=O)OCC2CO2)CC=CC1)(=O)OCC1CO1 diglycidyl 1,2,3,6-tetrahydrophthalate